2-N-BOC-AMINO-3-FORMYLPYRIDINE CC(C)(C)OC(=O)NC1=C(C=CC=N1)C=O